O=C([C@@H](O)[C@H](O)CO)OC methyl threonate